((2R,3R,4S,5R)-4-acetoxy-5-(2-amino-7-(3,4-dichlorobenzyl)-8-oxo-7,8-dihydro-9H-purin-9-yl)-3-fluorotetrahydrofuran-2-yl)methylacetat C(C)(=O)O[C@@H]1[C@@H]([C@H](O[C@H]1N1C2=NC(=NC=C2N(C1=O)CC1=CC(=C(C=C1)Cl)Cl)N)COC(C)=O)F